ClC1=C(C(=CC=C1)C1=C(C=CC=C1)COCC)S(=O)(=O)Cl Chloro-2'-(ethoxymethyl)-[1,1'-biphenyl]-2-sulfonyl chloride